S(=O)(=O)(ON1[C@@H]2CC[C@H](N(C1=O)C2)C(NC(=O)[C@H]2N(CCCC2)C)=N)O (2S,5R)-2-(N-((S)-1-methylpiperidine-2-carbonyl) carbamimidoyl)-7-oxo-1,6-diazabicyclo[3.2.1]octan-6-yl hydrogen sulfate